3-(isoquinolin-4-yl)-2-oxo-1-(3-(trifluoromethoxy)phenyl)imidazolidine-4-carbonitrile C1=NC=C(C2=CC=CC=C12)N1C(N(CC1C#N)C1=CC(=CC=C1)OC(F)(F)F)=O